2-(4-((2,4-dimethylphenyl)amino)-7-methoxyquinazolin-6-yl)-oxydiethylacetamide CC1=C(C=CC(=C1)C)NC1=NC=NC2=CC(=C(C=C12)OC(C(=O)N)(CC)CC)OC